Methyl (2E)-2-methoxyimino-2-[3-methyl-2-[[(E)-1-(p-tolyl)ethylideneamino] oxymethyl]phenyl]acetate CO\N=C(\C(=O)OC)/C1=C(C(=CC=C1)C)CO/N=C(\C)/C1=CC=C(C=C1)C